triphenylselenonium iodide [I-].C1(=CC=CC=C1)[Se+](C1=CC=CC=C1)C1=CC=CC=C1